OC(C)(C)C1=CC2=CC=C(C=C2C=C1)C(=O)O 2-(2-hydroxy-2-propyl)naphthalene-6-carboxylic acid